vinylbenzyltrimethylammonium tetrafluoroborate F[B-](F)(F)F.C(=C)C[N+](C)(C)CC1=CC=CC=C1